4,4,4-Trifluorobutyric acid FC(CCC(=O)O)(F)F